4-benzyl-2-(2-methoxypropyl)-6-pentylphenol C(C1=CC=CC=C1)C1=CC(=C(C(=C1)CCCCC)O)CC(C)OC